(12aR)-10-chloro-8-fluoro-9-(2-methoxy-6-methylphenyl)-1,2,3,4,12,12a-hexahydro-6H-pyrazino[2,1-c][1,4]benzoxazepine ClC1=C(C(=CC=2CN3[C@@H](COC21)CNCC3)F)C3=C(C=CC=C3C)OC